propyl leucinate N[C@@H](CC(C)C)C(=O)OCCC